CN1C(NCC2=C1C=NC1=C2C=C(N1S(=O)(=O)C1=CC=CC=C1)C1=CC=C(C=C1)CN1CCC(CC1)S(=O)(=O)C)=O 4-methyl-8-(4-((4-(methylsulfonyl)piperidin-1-yl)methyl)phenyl)-7-(phenylsulfonyl)-1,2,4,7-tetrahydro-3H-pyrrolo[3',2':5,6]pyrido[3,4-d]pyrimidin-3-one